FC=1C=C(C=CC1OC1=C2C(=NC=C1)NN=C2N[C@@H](CO)C)NC(=O)C=2C(N(C(N(C2)C(CC)CC)=O)C2=CC=C(C=C2)F)=O (R)-N-(3-fluoro-4-((3-((1-hydroxypropan-2-yl)amino)-1H-pyrazolo[3,4-b]pyridin-4-yl)oxy)phenyl)-3-(4-fluorophenyl)-2,4-dioxo-1-(pentan-3-yl)-1,2,3,4-tetrahydropyrimidine-5-carboxamide